N-((S)-2-(1-ethyl)pyrrolidinylmethyl)-2-(3-cyano-4-isobutoxyphenyl)-4-methylthiazole-5-carboxamide hydrochloride Cl.C(C)[C@@H]1N(CCC1)CNC(=O)C1=C(N=C(S1)C1=CC(=C(C=C1)OCC(C)C)C#N)C